O=C1N(CC2=CC(=CC=C12)N1CCC2(CC(C2)OC2CCNCC2)CC1)C1C(NC(CC1)=O)=O 3-(1-oxo-5-(2-(piperidin-4-yloxy)-7-azaspiro[3.5]nonan-7-yl)isoindolin-2-yl)piperidine-2,6-dione